C(C)[C@@H]1NCCC2=C1NC1=CC=CC=C21 (1S,3S)-1-ethyl-2,3,4,9-tetrahydropyridino[3,4-b]indol